(S)-3-(1-(6-(1-amino-1,3-dihydrospiro[indene-2,4'-piperidin]-1'-yl)-4-oxo-4,5-dihydro-1H-pyrazolo[3,4-d]pyrimidin-3-yl)cyclopropyl)benzonitrile N[C@@H]1C2=CC=CC=C2CC12CCN(CC2)C=2NC(C1=C(N2)NN=C1C1(CC1)C=1C=C(C#N)C=CC1)=O